ethyl 1-(4-methoxyphenyl)-7-oxo-6-(1-(3-oxomorpholino)piperidin-4-yl)-4,5,6,7-tetrahydro-1H-pyrazolo[3,4-c]pyridine-3-carboxylate COC1=CC=C(C=C1)N1N=C(C2=C1C(N(CC2)C2CCN(CC2)N2C(COCC2)=O)=O)C(=O)OCC